C(C)(C)(C)OC(=O)N1CCC(CC1)OC1=CC=C(C=C1)C=1C=C2C(N(CC2=C(C1)F)C(C(=O)OCC)C1=C2N(C=N1)CCC2)=O 4-(4-(2-(1-(6,7-dihydro-5H-pyrrolo[1,2-c]imidazol-1-yl)-2-ethoxy-2-oxoethyl)-7-fluoro-3-oxoisoindolin-5-yl)phenoxy)piperidine-1-carboxylic acid tert-butyl ester